FC1=CC=C(C=C1)C=1C=C(N2C1C1=CC(=C(C=C1CC2)OC)C=2N=NN(N2)C)C(=O)N2[C@@](CCC2)([C@@H](CC(F)(F)F)O)C (1-(4-fluorophenyl)-8-methoxy-9-(2-methyl-2H-tetrazol-5-yl)-5,6-dihydropyrrolo[2,1-a]isoquinolin-3-yl)((S)-2-methyl-2-((R)-3,3,3-trifluoro-1-hydroxypropyl)pyrrolidin-1-yl)methanone